1,2-diethylguanidine C(C)NC(=NCC)N